(2S,4R)-1-(((9H-fluoren-9-yl)methoxy)carbonyl)-4-((3-fluoropyridin-2-yl)oxy)pyrrolidine-2-carboxylic acid C1=CC=CC=2C3=CC=CC=C3C(C12)COC(=O)N1[C@@H](C[C@H](C1)OC1=NC=CC=C1F)C(=O)O